C(C)OC(O[Si](OC)(OC)CC(C)C)(OCC)OCC triethoxy(isobutyl)trimethoxysilane